1,3-dimethoxy-5a-(4-(oxetan-3-yl)phenyl)-6-phenyl-5a,6,7,8-tetrahydro-8aH-cyclopenta[4,5]furo[3,2-c]pyridine-8,8a-diol COC1=NC(=CC2=C1C1(C(O2)(C(CC1O)C1=CC=CC=C1)C1=CC=C(C=C1)C1COC1)O)OC